C1(CCCCC1)NC(=O)C1CCN(CC1)C(=O)C1=NNC(=C1)C1=CC=NC=C1 N-cyclohexyl-1-[5-(pyridin-4-yl)-1H-pyrazole-3-carbonyl]piperidine-4-carboxamide